FC=1C=C(C=CC1F)N1C(OCC[C@H]1C1=NC2=C(N1[C@H]1CN(CC1)C)C=CC(=C2)C=2C(=NOC2C)C)=O (S)-3-(3,4-difluorophenyl)-4-(5-(3,5-dimethylisoxazol-4-yl)-1-((R)-1-methylpyrrolidin-3-yl)-1H-benzo[d]imidazol-2-yl)-1,3-oxazinan-2-one